CCCCCCCCCCCCCCCCCCCCCCCCC n-pentacosan